C(C)OC1=NC=CC=C1C1=NC=C(C=C1)C1(CCN(CC1)C1=C(C=C(C=C1)C(F)(F)F)F)C(=O)N[C@H](CNC)C 4-{2'-ethoxy-[2,3'-bipyridin]-5-yl}-1-[2-fluoro-4-(trifluoromethyl)phenyl]-N-[(2S)-1-(methylamino)propan-2-yl]piperidine-4-carboxamide